CNC=1N=CC(=C2C=C(N=CC12)C1(CC1)C(=O)N)C1=CC=C(C=C1)OC1=CN=CS1 (8-(methylamino)-5-(4-(thiazol-5-yloxy)phenyl)-2,7-naphthyridin-3-yl)cyclopropanecarboxamide